FC(COCC(F)F)F di-(2,2-difluoroethyl) ether